FC(C(=O)O)(F)F.C[C@@H]1CN(C[C@@H](N1)C)C1=CC=C(N=N1)C1=NC=C(C=C1O)C=1C=NC=2N(C1)C=C(N2)C 2-{6-[(3r,5s)-3,5-dimethylpiperazin-1-yl]pyridazin-3-yl}-5-(2-methylimidazo[1,2-a]pyrimidin-6-yl)pyridin-3-ol trifluoroacetate